FC1=CC=C(CC2=CC3=C(OC[C@@H](N3C(CN3C[C@H](N(C[C@@H]3CN3C[C@H](OCC3)C)C(=O)OC(C)(C)C)C)=O)C(C)C)N=C2)C=C1 tert-butyl (2R,5S)-4-(2-((S)-7-(4-fluorobenzyl)-2-isopropyl-2,3-dihydro-1H-pyrido[2,3-b][1,4]oxazin-1-yl)-2-oxoethyl)-2-methyl-5-(((R)-methylmorpholino)methyl)piperazine-1-carboxylate